NC1(CCCCC1)CNC=1C=CC(=NC1C(F)F)C1=CC=NC=C1 N-((1-aminocyclohexyl)methyl)-6-(difluoromethyl)-[2,4'-bipyridine]-5-amine